Cl.NC=1C(=NC(=CN1)C=1C=NC(=CC1)N1CCNCC1)C(=O)O[C@@H](C(=O)NC1=CC=C(C=C1)F)C1=CC=CC=C1 (R)-2-((4-fluorophenyl)amino)-2-oxo-1-phenylethyl 3-amino-6-(6-(piperazin-1-yl)pyridin-3-yl)pyrazine-2-carboxylate hydrochloride